C(#N)C=1C(=CC(=NC1)NC(=O)C1(CC1)C1=NC(=C(C=C1)CN1C(CN(CC1)C)=O)C=O)N1CC(C1)(C)OC N-(5-cyano-4-(3-methoxy-3-methylazetidin-1-yl)pyridin-2-yl)-1-(6-formyl-5-((4-methyl-2-oxopiperazin-1-yl)methyl)pyridin-2-yl)cyclopropane-1-carboxamide